tert-butyl (1S,2R,5R)-3-(5-bromo-7-chloro-2-(ethyl thio)-8-fluoropyrido[4,3-d]pyrimidin-4-yl)-2-vinyl-3,8-diazabicyclo[3.2.1]octane-8-carboxylate BrC1=NC(=C(C=2N=C(N=C(C21)N2[C@@H]([C@@H]1CC[C@H](C2)N1C(=O)OC(C)(C)C)C=C)SCC)F)Cl